C(C)(C)(C)OC(=O)N1C(CNCC1)C1=C(C=C(C=C1)C1=NC(=NO1)C1=CC(=CC=C1)OC)[N+](=O)[O-] (4-(3-(3-methoxyphenyl)-1,2,4-oxadiazol-5-yl)-2-nitrophenyl)piperazine-1-carboxylic acid tert-butyl ester